5-(trifluoromethyl)pyridin-3-yl 2-(4-(3-chlorophenoxy)benzyl)-2,7-diazaspiro[3.5]nonane-7-carboxylate ClC=1C=C(OC2=CC=C(CN3CC4(C3)CCN(CC4)C(=O)OC=4C=NC=C(C4)C(F)(F)F)C=C2)C=CC1